(2R)-N-[2-(1-benzylpiperidin-4-yl)ethyl]-4-(4-chloro-3-fluorophenyl)-2-methylpiperazine-1-carboxamide C(C1=CC=CC=C1)N1CCC(CC1)CCNC(=O)N1[C@@H](CN(CC1)C1=CC(=C(C=C1)Cl)F)C